C(C)(C)NCC(COC1=CC=C(C=C1)C=1NC2=CC=CC=C2C1C)O (isopropylamino)-3-(4-(3-methyl-1H-indol-2-yl)phenoxy)propan-2-ol